O1CCN(CC1)C(=O)C1=CC=C(C=C1)C1=CC(=C2C(=N1)C=CS2)NC(C)CCN2CCC(CC2)N2CCCC2 morpholino(4-(7-((4-(4-(pyrrolidin-1-yl)piperidin-1-yl)butan-2-yl)amino)thieno[3,2-b]pyridin-5-yl)phenyl)methanone